ClC1=C(C(=CC=C1)C#N)N1N=C(C(=C1)NC1=CC=C(C=C1)C(=O)N1CCS(CC1)(=O)=O)C(=O)N 1-(2-chloro-6-cyanophenyl)-4-((4-(1,1-dioxidothiomorpholine-4-carbonyl)phenyl)amino)-1H-pyrazole-3-carboxamide